4,4'-(9-(1H-pyrazol-4-yl)-9H-carbazole-3,6-diyl)dibenzoic acid N1N=CC(=C1)N1C2=CC=C(C=C2C=2C=C(C=CC12)C1=CC=C(C(=O)O)C=C1)C1=CC=C(C(=O)O)C=C1